ClC=1C=C(C(=C(C1)B1OC(C(O1)(C)C)(C)C)COCOC)C 2-(5-chloro-2-((methoxymethoxy)methyl)-3-methylphenyl)-4,4,5,5-tetramethyl-1,3,2-dioxaborolane